COC1=C(C#N)C=CC(=C1)C=1C2=C(N=C(N1)N1[C@H](CC1)C)CCC2 (S)-2-methoxy-4-(2-(2-methylazetidin-1-yl)-6,7-dihydro-5H-cyclopenta[d]pyrimidin-4-yl)benzonitrile